Methyl 3-[3,5-dichloro-4-(2-hydroxyethoxy)phenyl]propanoate ClC=1C=C(C=C(C1OCCO)Cl)CCC(=O)OC